N,N'-(((Ethane-1,2-diylbis(methylazanediyl))bis(methylene))-bis(quinoline-2,8-diyl))bis(4-(trifluoromethyl)benzenesulfonamide) C(CN(C)CC1=NC2=C(C=CC=C2C=C1)NS(=O)(=O)C1=CC=C(C=C1)C(F)(F)F)N(C)CC1=NC2=C(C=CC=C2C=C1)NS(=O)(=O)C1=CC=C(C=C1)C(F)(F)F